6-(dimethylcarbamoyl)-2-methyl-1-tosyl-1H-benzo[d]imidazol-4-yl acetate C(C)(=O)OC1=CC(=CC=2N(C(=NC21)C)S(=O)(=O)C2=CC=C(C)C=C2)C(N(C)C)=O